C1(CC1)C=1C=2N(C=C(C1)C(=O)N1[C@@H](C3=CC=CC=C3CC1)C)C=C(N2)C2=C(C=C(C=C2)N2CC(C2)C(=O)OC)F Methyl 1-(4-{8-cyclopropyl-6-[(1R)-1-methyl-1,2,3,4-tetrahydroisoquinoline-2-carbonyl]imidazo[1,2-a]pyridin-2-yl}-3-fluorophenyl)azetidine-3-carboxylate